trisnonyl-methyl-ammonium chloride [Cl-].C(CCCCCCCC)[N+](C)(CCCCCCCCC)CCCCCCCCC